C(=C)N(C=O)CC N-vinyl-N-ethylformamide